N1C=C(C=2C=NC=CC21)NC(C(=O)NCCC2(CC2)C(F)(F)F)=O N1-(1H-pyrrolo[3,2-c]pyridin-3-yl)-N2-(2-(1-(trifluoromethyl)-cyclopropyl)-ethyl)oxalamide